tert-butyl 4-{4-[5-(6-{3-cyanopyrrolo[1,2-b]pyridazin-7-yl}-4-(isopropylamino)pyridin-3-yl)-1,3,4-thiadiazol-2-yl]piperazin-1-yl}piperidine-1-carboxylate C(#N)C1=CC=2N(N=C1)C(=CC2)C2=CC(=C(C=N2)C2=NN=C(S2)N2CCN(CC2)C2CCN(CC2)C(=O)OC(C)(C)C)NC(C)C